6-(2-ethoxyphenyl)-3-[(2R)-2-ethyl-4-[1-(trifluoromethyl)cyclopentanecarbonyl]piperazin-1-yl]-N-(1-methylazetidin-3-yl)pyridine-2-carboxamide C(C)OC1=C(C=CC=C1)C1=CC=C(C(=N1)C(=O)NC1CN(C1)C)N1[C@@H](CN(CC1)C(=O)C1(CCCC1)C(F)(F)F)CC